(S)-3-amino-6a,7,9,10-tetrahydro-6H-[1,4]oxazino[4,3-d]pyrido[3,2-b][1,4]oxazine-2-carbonitrile NC1=CC=2OC[C@H]3N(C2N=C1C#N)CCOC3